4-[6-amino-5-(4-hydroxyphenyl)-4-methoxy-3-pyridinyl]phenol NC1=C(C(=C(C=N1)C1=CC=C(C=C1)O)OC)C1=CC=C(C=C1)O